FC1CN(C1)C1=CC(=NC=C1)N1N=CC(=C1)S(=O)(=O)NC=1C=CC=C2C=NN(C12)C 1-(4-(3-FLUOROAZETIDIN-1-YL)PYRIDIN-2-YL)-N-(1-METHYL-1H-INDAZOL-7-YL)-1H-PYRAZOLE-4-SULFONAMIDE